C(C)(C)N(C(C)C)CC1CCCO1 N,N-diisopropyltetrahydrofurfuryl-amine